(3S,4R)-tert-butyl 3-methyl-4-(tosyloxy)pyrrolidine-1-carboxylate C[C@H]1CN(C[C@@H]1OS(=O)(=O)C1=CC=C(C)C=C1)C(=O)OC(C)(C)C